1,3,7-trimethyl-8-(3-(4-(trifluoromethoxy)phenoxy)propoxy)-3,7-dihydro-1H-purine-2,6-dione CN1C(N(C=2N=C(N(C2C1=O)C)OCCCOC1=CC=C(C=C1)OC(F)(F)F)C)=O